3-[[2-[3-(N'-hydroxycarbamimidoyl)phenyl]-1-(6-methoxy-1,3-benzothiazol-2-yl)ethyl]sulfamoyl]benzamide ON=C(N)C=1C=C(C=CC1)CC(C=1SC2=C(N1)C=CC(=C2)OC)NS(=O)(=O)C=2C=C(C(=O)N)C=CC2